CC(CN1N=CC(=C1)C1=NC(=NC=C1C(F)(F)F)N[C@@H]1[C@@H](CN(CC1)S(=O)(=O)C=1C=NN(C1)C)C)(C)O 2-Methyl-1-(4-(2-(((3R,4S)-3-methyl-1-((1-methyl-1H-pyrazol-4-yl)sulfonyl)piperidin-4-yl)amino)-5-(trifluoromethyl)pyrimidin-4-yl)-1H-pyrazol-1-yl)propan-2-ol